((5-nitro-1-(phenylsulfonyl)-1H-pyrazolo[3,4-b]pyridin-4-yl)amino)pyrrolidine-1-carboxylate [N+](=O)([O-])C=1C(=C2C(=NC1)N(N=C2)S(=O)(=O)C2=CC=CC=C2)NC2N(CCC2)C(=O)[O-]